ClC1=C(N=C(N=N1)N[C@H]1C[C@H](CCC1)O)C (1s,3r)-3-[(6-chloro-5-methyl-1,2,4-triazin-3-yl)amino]cyclohexan-1-ol